6-chloro-1-(4-methoxycyclohexyl)-1,3-dihydro-2H-imidazo[4,5-c]Pyridin-2-one ClC1=CC2=C(C=N1)NC(N2C2CCC(CC2)OC)=O